N-(4-{8-amino-5-[4-(methylamino)cyclohex-1-en-1-yl]-3-(propan-2-yl)imidazo[1,5-a]pyrazin-1-yl}-2-fluorophenyl)-2-fluoro-5-methylbenzene-1-sulfonamide NC=1C=2N(C(=CN1)C1=CCC(CC1)NC)C(=NC2C2=CC(=C(C=C2)NS(=O)(=O)C2=C(C=CC(=C2)C)F)F)C(C)C